4-[4-(oxetan-3-yl)piperazin-1-yl]pent-2-enenitrile methyl-p-hydroxybenzoate COC(C1=CC=C(C=C1)O)=O.O1CC(C1)N1CCN(CC1)C(C=CC#N)C